N-{[4-({[4-(N,N-dimethylglycyl)morpholin-2-yl]methyl}amino)-3-nitrophenyl]sulfonyl}-2-(1H-pyrrolo[2,3-b]pyridin-5-yloxy)benzamide CN(CC(=O)N1CC(OCC1)CNC1=C(C=C(C=C1)S(=O)(=O)NC(C1=C(C=CC=C1)OC=1C=C2C(=NC1)NC=C2)=O)[N+](=O)[O-])C